FCCCNCCC1=CC(=C(C=C1)C)F 3-fluoro-N-(3-fluoro-4-methylphenylethyl)propan-1-amine